ClC1=NC(=C2N=CN(C2=N1)[C@@H]1OC[C@@H]([C@H]1O)O)N1CC2(C3=CC=CC=C13)CCCCCC2 (2R,3R,4S,5R)-2-(2-chloro-6-(spiro[cycloheptan-1,3'-indol]-1'-yl)-9H-purin-9-yl)tetrahydrofuran-3,4-diol